C(#N)C=1C=C(C=CC1)C=1N=C(SC1C1=CC(=NC(=C1)C)C)NC(=O)N1CCC2(CCOC(N2)=O)CC1 N-[4-(3-Cyanophenyl)-5-(2,6-dimethyl-4-pyridyl)thiazol-2-yl]-2-oxo-3-oxa-1,9-diazaspiro[5.5]undecan-9-carboxamid